C1(=CC=CC=C1)[C@@H](CC)O |r| (rac)-1-phenylpropan-1-ol